BrC=1C(=C(C=CC1)C1=C(C(=NC=C1)C=1C=NC(=C(C1)OC)C=O)Cl)Cl 4-(3-bromo-2-chlorophenyl)-3-chloro-5'-methoxy-[2,3'-bipyridine]-6'-carbaldehyde